COC=1C=C(C=C(C1)OC)C#CC=1N=C(N2C1C(=NC=C2)N)[C@@H]2CNCC2 (S)-1-((3,5-dimethoxyphenyl)ethynyl)-3-(pyrrolidin-3-yl)imidazo[1,5-a]pyrazin-8-amine